F[P-](F)(F)(F)(F)F.N1(N=NC2=C1C=CC=C2)OC(=[N+](C)C)N(C)C (1H-benzotriazol-1-yloxy)(dimethylamino)-N,N-dimethylmethaniminium hexafluorophosphate